N-(4'-((trans)-2-aminocyclopropyl)-[1,1'-biphenyl]-3-yl)-1,1,1-trifluoromethanesulfonamide N[C@H]1[C@@H](C1)C1=CC=C(C=C1)C1=CC(=CC=C1)NS(=O)(=O)C(F)(F)F